C(C=C)(=O)N1CCN(CC1)C1=NC(=NC=2CC(CCC12)N1CCC2=CC=CC=C12)OCC=1C=C(OCCNC(OC(C)(C)C)=O)C=CC1 tert-butyl (2-(3-(((4-(4-acryloylpiperazin-1-yl)-7-(indolin-1-yl)-5,6,7,8-tetrahydroquinazolin-2-yl)oxy)methyl)phenoxy)ethyl)carbamate